O1[C@@H](COCC1)CC1C(CC(NC1)=O)=O 5-(((R)-1,4-dioxan-2-yl)methyl)piperidine-2,4-dione